C1=CC=CCCCC(CCCC1)=O 8-cyclododecadienone